4-(5-(Methyl)pyridin-2-yl)piperazine-1-carboxylic acid tert-butyl ester hydrochloride Cl.C(C)(C)(C)OC(=O)N1CCN(CC1)C1=NC=C(C=C1)C